CCCCCC(CCCC)=O methyl-5-nonanone